3-bromo-5-[(cyclopropylmethyl)amino]-1-[(3S,5R)-5-(methoxymethyl)pyrrolidin-3-yl]pyrazole-4-carboxamide hydrochloride Cl.BrC1=NN(C(=C1C(=O)N)NCC1CC1)[C@@H]1CN[C@H](C1)COC